(2-(2,3-difluoropropoxy)pyridin-4-yl)methylamine FC(COC1=NC=CC(=C1)CN)CF